ClC1=CC=C(C=C1)C(=O)N1C[C@]2(CC1)C=C(C(C(C2)(C)C)=O)C#N (5R)-2-(4-chlorobenzene-1-carbonyl)-9,9-dimethyl-8-oxo-2-azaspiro[4.5]dec-6-ene-7-carbonitrile